1-(2-chloro-3,5-dimethoxyphenyl)-6-(2,4-difluorophenyl)-3,5-dimethyl-4(1H)-pyridazinone ClC1=C(C=C(C=C1OC)OC)N1N=C(C(C(=C1C1=C(C=C(C=C1)F)F)C)=O)C